C(C)C1=CC(=C(C=C1OC)CC(C)N)OC 1-(4-ethyl-2,5-dimethoxyphenyl)propan-2-amine